N-(3,5-Dimethoxyphenyl)-2-ethynyl-N-(1-(4-fluorobenzyl)-5,5-dimethyl-2-oxopyrrolidin-3-yl)thiazole-4-carboxamide COC=1C=C(C=C(C1)OC)N(C(=O)C=1N=C(SC1)C#C)C1C(N(C(C1)(C)C)CC1=CC=C(C=C1)F)=O